(2S)-1-[6-methyl-4-(trifluoromethyl)-2-pyridyl]-N-(m-tolyl)-5-oxo-pyrrolidine-2-carboxamide CC1=CC(=CC(=N1)N1[C@@H](CCC1=O)C(=O)NC=1C=C(C=CC1)C)C(F)(F)F